O=C1NC(CCC1NC(CC1CCSCC1)=O)=O N-(2,6-dioxo-3-piperidyl)tetrahydro-2H-thiopyran-4-acetamide